COC=1C=C(C=CC1OC)[C@@H](C1CCN(CC1)C(=O)C=1C=CC2=C(NC(CO2)=O)C1)C=1C=NC=CC1 |r| Rac-6-[4-[(3,4-Dimethoxyphenyl)-(3-pyridyl)methyl]piperidine-1-carbonyl]-4H-1,4-benzoxazin-3-one